(R)-2-amino-2-(1-(2-(4-chloro-[1,1'-biphenyl]-2-yl)ethyl)piperidin-4-yl)-1-(4-(2-(ethylthio)-4-fluorobenzyl)piperazin-1-yl)ethan-1-one N[C@@H](C(=O)N1CCN(CC1)CC1=C(C=C(C=C1)F)SCC)C1CCN(CC1)CCC1=C(C=CC(=C1)Cl)C1=CC=CC=C1